N-[6-Amino-5-(trifluoromethyl)-3-pyridyl]-2-[(2S,5R)-2-(4-fluorophenyl)-5-methyl-1-piperidyl]-2-oxo-acetamide NC1=C(C=C(C=N1)NC(C(=O)N1[C@@H](CC[C@H](C1)C)C1=CC=C(C=C1)F)=O)C(F)(F)F